(((((2R,3S,4R,5R)-5-(7-(benzylamino)-5-chloro-3H-[1,2,3]triazolo[4,5-d]pyrimidin-3-yl)-3,4-dihydroxytetrahydrofuran-2-yl)methoxy)(hydroxy)phosphoryl)methyl)phosphonic acid C(C1=CC=CC=C1)NC=1C2=C(N=C(N1)Cl)N(N=N2)[C@H]2[C@@H]([C@@H]([C@H](O2)COP(=O)(O)CP(O)(O)=O)O)O